N-[1-[(6-bromo-3-pyridyl)methyl]-2-pyridylidene]-2,2,2-trifluoro-acetamide BrC1=CC=C(C=N1)CN1C(C=CC=C1)=NC(C(F)(F)F)=O